N1(C(=CCCC1)C1=NC=CC=C1)C(=O)O.FC(OCC1=C(C=C(CNC(C2=C(C=CC(=C2)C2=NC=CC=C2C(C)O)F)=O)C=C1)F)F N-(4-((difluoromethoxy)methyl)-3-fluorobenzyl)-2-fluoro-5-(3-(1-hydroxyethyl)pyridin-2-yl)benzamide 5,6-dihydro-[2,2'-bipyridine]-1(4H)-carboxylate